methyl 1-(2,2,2-trifluoroethyl)-1H-imidazole-5-carboxylate FC(CN1C=NC=C1C(=O)OC)(F)F